N-((R)-1-(2-(ethylthio)-3,6-dimethyl-4-oxo-3,4-dihydroquinazolin-8-yl)ethyl)-2-methylpropane-2-sulfinamide C(C)SC1=NC2=C(C=C(C=C2C(N1C)=O)C)[C@@H](C)NS(=O)C(C)(C)C